Methyl 4-methoxy-5-(3-(2-(2-(trifluoromethyl) phenyl) acetamido) propoxy)-2-nitrobenzoate COC1=CC(=C(C(=O)OC)C=C1OCCCNC(CC1=C(C=CC=C1)C(F)(F)F)=O)[N+](=O)[O-]